C(C)(=O)C=1C2=C(C(=NC1)N)C(=NN2C2CN(CC2)C(C=C)=O)C#CC2=C(C#N)C=C(C=C2)OC (1-(7-acetyl-1-(1-acryloylpyrrolidin-3-yl)-4-amino-1H-pyrazolo[4,3-c]pyridin-3-yl)ethynyl)-5-methoxybenzonitrile